C(C)(C)(C)OC(=O)N1CCC(CC1)C=1C=C2C(=C(NC2=CC1)C1=CC(=NC(=C1)C)C)CC(F)F 4-(3-(2,2-Difluoroethyl)-2-(2,6-Dimethylpyridin-4-yl)-1H-indol-5-yl)piperidine-1-carboxylic acid tert-butyl ester